FC=1C(=NC=CC1)OC[C@]1(N(CCC1)C(=O)OC(C)(C)C)C tert-butyl (S)-2-(((3-fluoropyridin-2-yl) oxy) methyl)-2-methylpyrrolidine-1-carboxylate